BrC1=C(C=C(C(=C1)NC(C)C)N)F 5-bromo-4-fluoro-N1-(propan-2-yl)benzene-1,2-diamine